C(C)OCC(=O)C=1C(=CC(=NC1)NC(=O)C1CC1)NC1=C2N([C@H](C=3N(C2=CC=C1)N=C(N3)C)C)C (S)-N-(5-(2-ethoxyacetyl)-4-((2,4,5-trimethyl-4,5-dihydro-[1,2,4]triazolo[1,5-a]quinoxalin-6-yl)amino)pyridin-2-yl)cyclopropanecarboxamide